(3R,4S)-4-aminotetrahydrothiophene-3-ol hydrochloride Cl.N[C@H]1[C@H](CSC1)O